1,2,3,4,5-pentahydroxycyclohexane OC1C(C(C(C(C1)O)O)O)O